N-iodoacetyl-N'-(5-sulfo-1-naphthyl)ethylenediamine ICC(=O)NCCNC1=CC=CC2=C(C=CC=C12)S(=O)(=O)O